NC=1C=2N(C(=C(N1)C=1C=C(C#N)C=CC1)C1=NN(C(C=C1)=O)C([2H])([2H])[2H])N=C(N2)CC2=NC=CC=C2 3-(8-amino-5-(1-(methyl-d3)-6-oxo-1,6-dihydropyridazin-3-yl)-2-(pyridin-2-ylmethyl)-[1,2,4]triazolo[1,5-a]pyrazin-6-yl)benzonitrile